OC[C@H]1CN(CCO1)C(=O)OCC1=CC=CC=C1 (R)-benzyl 2-(hydroxymethyl)morpholine-4-carboxylate